2-chloro-4-(8-(4-(4-(1-(1-(2-(2,6-dioxopiperidin-3-yl)-1,3-dioxoisoindolin-5-yl)piperidin-4-yl)azetidin-3-yl)piperazin-1-yl)benzoyl)-2,8-diazaspiro[4.5]decan-2-yl)benzonitrile ClC1=C(C#N)C=CC(=C1)N1CC2(CC1)CCN(CC2)C(C2=CC=C(C=C2)N2CCN(CC2)C2CN(C2)C2CCN(CC2)C=2C=C1C(N(C(C1=CC2)=O)C2C(NC(CC2)=O)=O)=O)=O